oxypropylene oxide O1CC(C)O1